Imidazol-2-amine sulfate S(=O)(=O)(O)O.N1C(=NC=C1)N